NC=1N=C(N=C(N1)N)CCC1C(CC2(CC1=O)CC(C(C(C2)=O)CCC2=NC(=NC(=N2)N)N)=O)=O 3,9-bis[2-(3,5-diamino-2,4,6-triazaphenyl)ethyl]2,4,8,10-tetraoxospiro[5.5]undecane